5-(2'-methoxy-4'-methyl-3,4,5,6-tetrahydro-2H-[1,3']bipyridinyl-4-yl)-7-(2-trifluoromethyl-benzyl)-2-(2-trimethylsilyl-ethoxymethyl)-2,4,5,7-tetrahydro-pyrazolo[3,4-d]pyrimidin-6-one COC1=NC=CC(=C1N1CCC(CC1)N1C(N(C=2C(C1)=CN(N2)COCC[Si](C)(C)C)CC2=C(C=CC=C2)C(F)(F)F)=O)C